P(=O)(OC[C@H]1O[C@H]([C@H]([C@@H]1O)O)O)(O)O [(2r,3s,4s,5r)-3,4,5-trihydroxytetrahydrofuran-2-yl]methyl dihydrogen phosphate